1-methyl-3-(1-methyl-2-(trifluoromethyl)-1H-indole-3-yl)quinoxaline CN1CC(=NC2=CC=CC=C12)C1=C(N(C2=CC=CC=C12)C)C(F)(F)F